butyl (S)-2-(5-(3-fluoropiperidin-1-yl)pyrazin-2-yl)-4-oxo-6,7-dihydrothiazolo[5,4-c]pyridine-5(4H)-carboxylate F[C@@H]1CN(CCC1)C=1N=CC(=NC1)C=1SC=2C(N(CCC2N1)C(=O)OCCCC)=O